(1S,3S)-1-ethyl-2,3,4,9-tetrahydropyridino[3,4-b]indol-3-formic acid C(C)[C@@H]1N[C@@H](CC2=C1NC1=CC=CC=C21)C(=O)O